isonipecotic acid benzyl ester C(C1=CC=CC=C1)OC(C1CCNCC1)=O